C(C)C1=C(NC2=CC=C(C=C12)C1CCN(CC1)C(=O)NC1CCNCC1)C1=CC(=NC=C1)C 4-(3-ethyl-2-(2-methylpyridin-4-yl)-1H-indol-5-yl)-N-(piperidin-4-yl)piperidine-1-carboxamide